BrC1=NC=C(C(=C1)O)F 2-bromo-5-Fluoropyridin-4-ol